1,1'-bi(cyclohexan) C1(CCCCC1)C1CCCCC1